ClC1=C(C(C(=O)[O-])=CC=C1)O.[Mg+2].ClC1=C(C(C(=O)[O-])=CC=C1)O magnesium 3-chlorosalicylate